N1=C(CC(C=C1)(C(=O)O)C(=O)O)C1=NC=CC=C1 2,2'-bipyridine-4,4-dicarboxylic acid